NC1=C(N[C@@H]2C[C@H](CC2)NC(OC(C)(C)C)=O)C(=CC=C1)Br tert-butyl N-[trans-3-(2-amino-6-bromo-anilino)cyclopentyl]carbamate